C(CCCCCCCCCCC\C=C/C\C=C/CCCCC)OC[C@H](COCCCCCC)N(C)C (2S)-1-[(13Z,16Z)-docosa-13,16-dien-1-yloxy]-3-(hexyloxy)-N,N-dimethyl-propan-2-amine